4'-trifluoromethyl-3,5-dinitrobiphenyl FC(C1=CC=C(C=C1)C1=CC(=CC(=C1)[N+](=O)[O-])[N+](=O)[O-])(F)F